ClC=1C(=CC(=NC1)N1CC(C1)N(C)C)N 5-chloro-2-(3-(dimethylamino)azetidin-1-yl)pyridin-4-amine